4-methoxy-1,3-dioxolan-2-one COC1OC(OC1)=O